2-(oxazol-5-yl)-N-(tetrahydro-2H-pyran-4-yl)-1H-pyrrolo[3,2-c]pyridin-6-amine O1C=NC=C1C1=CC=2C=NC(=CC2N1)NC1CCOCC1